FC1=C(C=C(C(=O)NC=2OC(=NN2)C2=CC=CC=C2)C=C1)C(F)(F)F 4-fluoro-N-(5-phenyl-1,3,4-oxadiazol-2-yl)-3-(trifluoromethyl)benzamide